N=1C=CN2C1CC(CC2)COC2=CC=C(C=N2)CN (6-((5,6,7,8-tetrahydroimidazo[1,2-a]pyridin-7-yl)methoxy)pyridin-3-yl)methylamine